(S)-1-(4-(pyridin-4-yl)phenyl)-3-(pyrrolidin-3-yl)-1,3-dihydro-2H-imidazo[4,5-b]pyridin-2-one hydrochloride Cl.N1=CC=C(C=C1)C1=CC=C(C=C1)N1C(N(C2=NC=CC=C21)[C@@H]2CNCC2)=O